[5-(2-amino-6-chloro-pyrimidin-4-yl)-4-benzyl-2-methyl-pyrazol-3-yl]methyl acetate C(C)(=O)OCC=1N(N=C(C1CC1=CC=CC=C1)C1=NC(=NC(=C1)Cl)N)C